4,4'-[(3-ethoxy-4-hydroxyphenyl)methylene]bisphenol C(C)OC=1C=C(C=CC1O)C(C1=CC=C(C=C1)O)C1=CC=C(C=C1)O